COC1=CC=C(C=C1)S(=O)(=O)OC=1C=C(C=CC1)NC(=O)NC1=CC(=CC=C1)OS(=O)(=O)C1=CC=C(C=C1)OC N,N'-bis-[3-(p-methoxybenzenesulfonyloxy)phenyl]urea